tert-butyl 3-(((7R,14R)-1-(difluoromethoxy)-6-(methyl-d3)-5-oxo-5,6,7,14-tetrahydro-7,14-methanobenzo[f]benzo[4,5]imidazo[1,2-a][1,4]diazocin-11-yl)ethynyl)piperidine-1-carboxylate FC(OC1=CC=CC=2C(N([C@H]3C=4N([C@@H](C21)C3)C3=C(N4)C=CC(=C3)C#CC3CN(CCC3)C(=O)OC(C)(C)C)C([2H])([2H])[2H])=O)F